C(C=C)(=O)NC=1C(=CC(=C(C1)NC1=NC=C(C(=N1)N1CC(C2=NC(=CC=C21)C)(C)C)C(=O)OC(C)C)OC)N2CCN(CC2)C2CC2 isopropyl 2-((5-acrylamido-4-(4-cyclopropylpiperazin-1-yl)-2-methoxyphenyl)amino)-4-(3,3,5-trimethyl-2,3-dihydro-1H-pyrrolo[3,2-b]pyridin-1-yl)pyrimidine-5-carboxylate